2-chloro-N-(1-cyanocyclopropyl)-5-[4-[2-methyl-5-(1,1,2,2,2-pentafluoroethyl)-4-(trifluoromethyl)pyrazol-3-yl]imidazol-1-yl]benzamide ClC1=C(C(=O)NC2(CC2)C#N)C=C(C=C1)N1C=NC(=C1)C=1N(N=C(C1C(F)(F)F)C(C(F)(F)F)(F)F)C